tert-butyl 3-((5-bromo-1-methyl-1H-pyrazol-4-yl)methoxy)azetidine-1-carboxylate BrC1=C(C=NN1C)COC1CN(C1)C(=O)OC(C)(C)C